FC=1C(=NC=C(C(=O)NO)C1)NC1(CC1)C1=NC=CC=C1 5-fluoro-N-hydroxy-6-((1-(pyridin-2-yl)cyclopropyl)amino)nicotinamide